(2-oxa-6-azaspiro[3.3]heptan-6-yl)propan-1-one C1OCC12CN(C2)C(CC)=O